CN1C(=NN=C1)S[C@@H](C)C=1C=C(C=CC1)N1N=NC(=C1)C1=CC=C(C#N)C=C1 (S)-4-(1-(3-(1-(4-methyl-4H-1,2,4-triazol-3-ylthio)ethyl)phenyl)-1H-1,2,3-triazol-4-yl)benzonitrile